2-amino-3-(7-methoxythieno[3,2-b]pyridine-2-carboxamido)propanoic acid NC(C(=O)O)CNC(=O)C1=CC2=NC=CC(=C2S1)OC